NC(OC1=C(C=CC=C1)CCCCCCCCCCCCCCC)N di-aminomethoxy-pentadecylbenzene